N-(3-azidopropyl)-4-cyano-4-ethylsulphanyl-carbothioylsulphanyl-pentanamide N(=[N+]=[N-])CCCNC(C(CC(C)(SCC)C#N)S=C=S)=O